FC=1C(=C(C=C(C1)CC(C)C)N1CCC(CC1)CC1=NC=CC=C1)C=1N=NNN1 2-[[1-[3-fluoro-5-isobutyl-2-(2H-tetrazol-5-yl)phenyl]-4-piperidinyl]methyl]pyridine